4-{(3S,5aR,6R,7R,8aS)-6-[4-(3-chlorophenoxy)-3-hydroxybutyl]-7-hydroxyoctahydro-2H-cyclopenta[b]oxepin-3-yl}butanoic acid ClC=1C=C(OCC(CC[C@H]2[C@@H](C[C@@H]3OC[C@H](CC[C@@H]32)CCCC(=O)O)O)O)C=CC1